((3aR,4R,6S,6aS)-6-(4-(((E)-(dimethylamino) methylene) amino) imidazo[2,1-f][1,2,4]triazin-7-yl)-2,2-dimethyltetrahydrofurano[3,4-d][1,3]dioxol-4-yl) methyl-4-methylbenzenesulfonate CC1=C(C=CC(=C1)C)S(=O)(=O)O[C@H]1O[C@H]([C@@H]2OC(O[C@H]21)(C)C)C2=CN=C1C(=NC=NN12)/N=C/N(C)C